C(CCCCCCCCC(=O)OCCCCC(=O)N1C=CC2=C1N=CN=C2N(C)[C@H]2CN(CC[C@H]2C)C(CC#N)=O)(=O)OC(COC(CCCCCCCCCCCCCCC)=O)COC(CCCCCCCCCCCCCCC)=O 1-(1,3-bis(palmitoyloxy)propan-2-yl) 10-(5-(4-(((3R,4R)-1-(2-cyanoacetyl)-4-methylpiperidin-3-yl)(methyl)amino)-7H-pyrrolo[2,3-d]pyrimidin-7-yl)-5-oxopentyl) decanedioate